4-[2-(8-methyl-7-{[(2S)-tetrahydrofuran-2-ylmethyl]carbamoyl}-4,5-dihydro-2H-furo[2,3-g]indazol-2-yl)ethyl]piperazine-1-carboxylic acid tert-butyl ester C(C)(C)(C)OC(=O)N1CCN(CC1)CCN1N=C2C3=C(CCC2=C1)OC(=C3C)C(NC[C@H]3OCCC3)=O